C1(CC1)C(C)C1=C(C(=NN1C=1SC=C(N1)C(=O)O)C1=CC(=CC=C1)C#CC=1SC(=CC1)C)CC1=CC(=C(C=C1)S(N)(=O)=O)F 2-(5-(1-cyclopropylethyl)-4-(3-fluoro-4-sulfamoylbenzyl)-3-(3-((5-methylthiophen-2-yl)ethynyl)phenyl)-1H-pyrazol-1-yl)thiazole-4-carboxylic acid